2,5,8-trimethylimidazo[1,2-a]pyrazine-3-carboxylic acid potassium salt [K+].CC=1N=C2N(C(=CN=C2C)C)C1C(=O)[O-]